BrCCN1C(C2=CC=CC=C2C1=O)=O 2-(2-bromoethyl)-1H-isoindole-1,3(2H)-dione